tert-butyl N-[4-[3-(2,6-dibenzyloxy-3-pyridyl)-1-methyl-indazol-6-yl]-4-hydroxy-cyclohexyl]-N-methyl-carbamate C(C1=CC=CC=C1)OC1=NC(=CC=C1C1=NN(C2=CC(=CC=C12)C1(CCC(CC1)N(C(OC(C)(C)C)=O)C)O)C)OCC1=CC=CC=C1